C(CCC)(=O)O.C(CCC)(=O)O.C(CCCCCCCCCCCCCCCCC)N octadecylamine dibutyrate